(S)-N-((3-chloro-5-(3-cyanoazetidin-1-yl)pyridin-2-yl)methyl)-4-(5-(5-fluoro-2-methoxypyridin-4-yl)-1H-pyrazole-3-carbonyl)-4-azaspiro[2.5]octane-7-carboxamide ClC=1C(=NC=C(C1)N1CC(C1)C#N)CNC(=O)[C@H]1CCN(C2(CC2)C1)C(=O)C1=NNC(=C1)C1=CC(=NC=C1F)OC